Cl.NC1=C(COC2=CC=CC(=N2)C2=CC(=C(CC3=NC4=C(N3CCOC)C=C(C=C4)C(=O)OC)C=C2)F)C=CC=C1 methyl 2-(4-(6-((2-aminobenzyl) oxy) pyridin-2-yl)-2-fluorobenzyl)-1-(2-methoxyethyl)-1H-benzo[d]imidazole-6-carboxylate hydrochloride